ClC=1C=C(C=CC1F)N1C=CC=2C=3C1=NC=NC3C=CC2NC(\C=C\CN2CCCCC2)=O (E)-N-(4-(3-chloro-4-fluorophenyl)-4H-pyrido[2,3,4-de]quinazolin-7-yl)-4-(piperidin-1-yl)but-2-enamide